ClC1=C(OC2=CC=CC3=C2NC(=NS3(=O)=O)NCC=3C(=NC=CC3)C(F)(F)F)C=CC=C1 5-(2-chlorophenoxy)-3-(((2-(trifluoromethyl)pyridin-3-yl)methyl)amino)-4H-benzo[e][1,2,4]thiadiazine 1,1-dioxide